1-(decan-2-yl) 15-(2-heptylnonyl) 8-((2-oxaspiro[3.3]heptan-6-yl)amino)pentadecanedioate C1OCC12CC(C2)NC(CCCCCCC(=O)OC(C)CCCCCCCC)CCCCCCC(=O)OCC(CCCCCCC)CCCCCCC